tetra-allyl-tin C(C=C)[Sn](CC=C)(CC=C)CC=C